FC1=C(C(=CC(=C1)C1=CC(=NC=C1)C1=CC=CC=C1)O)N1CCNS1(=O)=O 5-[2-fluoro-6-hydroxy-4-(2-phenyl-4-pyridyl)phenyl]-1,1-dioxo-1,2,5-thiadiazolidin